2-(2-Chloro-6-fluorophenyl)-N-[4-(1-cyclopropyl-1H-pyrazol-4-yl)-3-{[(dimethylamino)methylene]sulfamoyl}phenyl]acetamide ClC1=C(C(=CC=C1)F)CC(=O)NC1=CC(=C(C=C1)C=1C=NN(C1)C1CC1)S(N=CN(C)C)(=O)=O